N=1C=NN2C1C=C(C=C2)OC2=C(C(=C(C=C2)NC=2C1=C(N=CN2)C=CC(=N1)[C@H]1CCN(C2(CC2)C1)C(C=C)=O)F)C |o1:27| rel-(S)-1-(7-(4-((4-([1,2,4]triazolo[1,5-a]pyridin-7-yloxy)-2-fluoro-3-methylphenyl)amino)pyrido[3,2-d]pyrimidin-6-yl)-4-azaspiro[2.5]octan-4-yl)prop-2-en-1-one